C(CCCCCCCCCCC)(=O)O[2H] lauric acid-d